COC(CN(S(=O)(=O)C1=C(C=C(C=C1C)C)C)C1=CC=C(C=C1)NC1=NC(=NC=C1)Cl)=O N-(4-((2-chloropyrimidin-4-yl)amino)phenyl)-N-(mesitylenesulfonyl)glycine methyl ester